O=C1OC2(C3=CC(=CC=C13)NC(OC(C)(C)C)=O)COC1=C(OC2)C=CC=C1 tert-butyl 3'-oxo-2,4-dihydro-3'H-spiro[benzo[b][1,4]dioxepine-3,1'-isobenzofuran]-6'-ylcarbamate